2,3,5-Trimethyl-4-isopropoxy-phenol CC1=C(C=C(C(=C1C)OC(C)C)C)O